2-(1-(2-Cyanophenyl)-1-(1-methyl-1H-pyrazol-4-yl)propan-2-yl)-1-isopropyl-N-(isoxazol-4-yl)-5-methoxy-6-oxo-1,6-dihydropyrimidine-4-carboxamide C(#N)C1=C(C=CC=C1)C(C(C)C=1N(C(C(=C(N1)C(=O)NC=1C=NOC1)OC)=O)C(C)C)C=1C=NN(C1)C